Methylallylcarbinol CC=CCCO